C(C)(C)(C)OC(=O)C=1SC(=C(C1OCC(=O)O)Cl)C1=C(C(=CC=C1)NC1CCN(CC1)S(=O)(=O)CC1=CC(=CC=C1)[N+](=O)[O-])F 2-[[2-tert-butoxycarbonyl-4-chloro-5-[2-fluoro-3-[[1-[(3-nitrophenyl)methylsulfonyl]-4-piperidyl]amino]phenyl]-3-thienyl]oxy]acetic acid